O(C1=CC=CC=C1)C1=CC=C(C=C1)C1=NN2C(NCC[C@H]2C2CCNCC2)=C1C(=O)N (S)-2-(4-phenoxyphenyl)-7-(piperidin-4-yl)-4,5,6,7-tetrahydropyrazolo[1,5-a]Pyrimidine-3-carboxamide